BrC(=CC1=CC=NC2=CC=CC=C12)Br 4-(2,2-dibromovinyl)-quinoline